N(NC(=O)N)CCCCCCNNC(=O)N hexamethylenebis-semicarbazide